CC1=C(C([N-]S(O1)(=O)=O)=O)CCC.[Na+] Sodium 6-methyl-2,2,4-trioxo-5-propyl-3,4-dihydro-1,2lambda6,3-oxathiazin-3-ide